CC=1C=C(C=NC1)NC(C(=O)OCC(F)(F)F)=O 2,2,2-trifluoroethyl [(5-methylpyridin-3-yl)amino](oxo)acetate